2-(3,4-dichlorophenyl)-5-(2,4-difluorophenyl)-1-ethyl-6-methyl-4-oxo-pyridine-3-carboxylic acid ClC=1C=C(C=CC1Cl)C=1N(C(=C(C(C1C(=O)O)=O)C1=C(C=C(C=C1)F)F)C)CC